alpha-Hydroxyoctanal OC(C=O)CCCCCC